4-(4-(benzo[d]thiazol-5-ylamino)quinolin-7-yl)-N-(4-fluorobenzyl)benzamide S1C=NC2=C1C=CC(=C2)NC2=CC=NC1=CC(=CC=C21)C2=CC=C(C(=O)NCC1=CC=C(C=C1)F)C=C2